2-(2-bromoeth-oxy)ethan-1-ol BrCCOCCO